1-(1-(1-methylcyclobutane-1-carbonyl)piperidin-4-yl)-1H-pyrazol CC1(CCC1)C(=O)N1CCC(CC1)N1N=CC=C1